CN1N=C(C(=C1)NC(=O)C1=CC=CC(=N1)C=1C=NC=C(C1)NC)C1=NC=CC=C1 N-(1-methyl-3-(pyridin-2-yl)-1H-pyrazol-4-yl)-5'-(methylamino)-[2,3'-bipyridine]-6-carboxamide